7-chloro-2,3,8-quinolinetricarboxylic acid ClC1=CC=C2C=C(C(=NC2=C1C(=O)O)C(=O)O)C(=O)O